ClC=1C=C(C=NC1)C1=CC=C(C=C1)NC(C(C)(C)C1=NC(=NC=C1)NS(=O)(=O)C1CC1)=O N-(4-(5-chloropyridin-3-yl)phenyl)-2-(2-(cyclopropanesulfonamido)pyrimidin-4-yl)-2-methylpropanamide